The molecule is a member of the class of chalcones that is trans-chalcone substituted by a methyl group at position 3', hydroxy groups at positions 2' and 4' and a methoxy group at position 6'. Isolated from the buds of Cleistocalyx operculatus, it has been shown to exhibit inhibitory effects on the viral neuraminidases from two influenza viral strains, H1N1 and H9N2. It has a role as a plant metabolite and an EC 3.2.1.18 (exo-alpha-sialidase) inhibitor. It is a member of chalcones, a monomethoxybenzene and a member of resorcinols. It derives from a trans-chalcone. CC1=C(C(=C(C=C1O)OC)C(=O)/C=C/C2=CC=CC=C2)O